S1CCC1 perhydrothietane